F[C@H]1C[C@H](N(C1)C(CN1CCC(CC1)NC1=C2C=CC=NC2=CC(=C1)OC)=O)C#N (2S,4S)-4-Fluoro-1-(2-(4-((7-methoxychinolin-5-yl)amino)piperidin-1-yl)acetyl)pyrrolidin-2-carbonitril